(2S,11aR)-2-(Benzyloxy)-7-fluoro-8-methyl-6-(pyrrolidin-1-yl)-2,3,11,11a-tetrahydro-1H,5H-benzo[f]pyrrolo[2,1-c][1,4]oxazepin-5-one C(C1=CC=CC=C1)O[C@H]1C[C@@H]2COC3=C(C(N2C1)=O)C(=C(C(=C3)C)F)N3CCCC3